CO[Si](CCCNC1=CC=CC=C1)(OC)OC trimethoxy[3-(phenylamino)propyl]silane